BrC1=C(C=CC(=C1)F)N=C1C(OC2=CC=CC=C2C1)=O 3-((2-bromo-4-fluorophenyl)imino)coumarin